C(C)(=O)NC1=CC=C(C=C1)C1=CC=C(N=N1)OC1C[C@@H]2[C@@H](CN(C2)C(=O)OC(C)(C)C)C1 tert-Butyl (3aR,5s,6aS)-5-((6-(4-acetamidophenyl)pyridazin-3-yl)oxy)hexahydrocyclopenta[c]pyrrole-2(1H)-carboxylate